NC1=NC2=CC(=C(C=C2C=C1C)C(=O)N([C@@H](C1=NC=CC=N1)C1CC1)CC1=NC=C(C=C1)C#N)F 2-amino-N-((5-cyano-2-pyridinyl)methyl)-N-((R)-cyclopropyl(2-pyrimidinyl)methyl)-7-fluoro-3-methyl-6-quinolinecarboxamide